CC(C(C(=O)O)S)C 3-METHYL-2-SULFANYLBUTANOIC ACID